C(=C)C1=C(C=CC(=C1)O)C1=CC=C2C/C(/C(C2=C1)=O)=N/O (2Z)-6-(2-ethenyl-4-hydroxyphenyl)-2-(hydroxyimino)-2,3-dihydro-1H-inden-1-one